C1(CC1)S(=O)(=O)N1CCC(CC1)N1N=C(C=CC1=O)N1N=C(C=C1C)C 2-(1-cyclopropylsulfonylpiperidin-4-yl)-6-(3,5-dimethylpyrazol-1-yl)pyridazin-3-one